5-(3-methoxy-4-((5-acetylisoindolin-2-yl)sulfonyl)phenyl)-1H-indazole COC=1C=C(C=CC1S(=O)(=O)N1CC2=CC=C(C=C2C1)C(C)=O)C=1C=C2C=NNC2=CC1